1-(2,7-Dichloro-8-fluoropyrido[4,3-d]pyrimidin-4-yl)piperidin-4-one 2-(trimethylsilyl)ethyl-(R)-8-bromo-5-methyl-4,5-dihydrobenzo[b]thieno[2,3-d]oxepine-9-carboxylate C[Si](CCOC(=O)C1=CC2=C(O[C@@H](CC3=C2SC=C3)C)C=C1Br)(C)C.ClC=1N=C(C3=C(N1)C(=C(N=C3)Cl)F)N3CCC(CC3)=O